C(C)(C)(C)NC(=O)C[C@@]12CCC[C@H]1[C@@H]1CC=C3C=CCC[C@]3(C)[C@H]1CC2 (N-tertiary butyl-amino-formyl)androsta-3,5-diene